N,N,N',N'-Tetra(trifluoromethanesulfonyl)-dodecane-1,12-diamine FC(S(=O)(=O)N(CCCCCCCCCCCCN(S(=O)(=O)C(F)(F)F)S(=O)(=O)C(F)(F)F)S(=O)(=O)C(F)(F)F)(F)F